(1-(2-(6-(Difluoromethyl)imidazo[1,2-a]pyrazin-3-yl)pyrimidin-4-yl)azepan-3-yl)methanol FC(C=1N=CC=2N(C1)C(=CN2)C2=NC=CC(=N2)N2CC(CCCC2)CO)F